BrC=1C=2N(C(=NC1C)N1CCC3(CC1)OC1=C([C@H]3N[S@](=O)C(C)(C)C)C=CC=C1)C=CN2 (R)-N-((R)-1'-(8-bromo-7-methylimidazo[1,2-c]pyrimidin-5-yl)-3H-spiro[benzofuran-2,4'-piperidine]-3-yl)-2-methylpropane-2-sulfinamide